((9-(hydroxymethyl)-6H-benzo(c)chromen-4-yl)methyl)carbamic acid tert-butyl ester C(C)(C)(C)OC(NCC=1C=CC=C2C3=C(COC12)C=CC(=C3)CO)=O